CC1(C2=CC=CC=C2C=2C=C(C=CC12)C=1C=C(C=CC1)C1=CC(=CC=C1)C1=NC(=NC(=N1)C1=CC=CC=C1)C1=CC=CC=C1)C 2-[3'-(9,9-dimethyl-9H-fluoren-3-yl)-biphenyl-3-yl]-4,6-diphenyl-[1,3,5]triazine